5-[2-methyl-5-[[(1S,5R,7s)-9-methyl-3-oxa-9-azabicyclo[3.3.1]nonan-7-yl]oxy]-4-pyridyl]-N-pyrazin-2-yl-pyrazolo[1,5-a]pyridin-2-amine CC1=NC=C(C(=C1)C1=CC=2N(C=C1)N=C(C2)NC2=NC=CN=C2)OC2C[C@@H]1COC[C@H](C2)N1C